FC1=C(C=CC=C1C)C=1N(C(=C(C1C(=O)OC)Br)C1=C2C(=NC=C1)N(C=C2)S(=O)(=O)C2=CC=CC=C2)COCC[Si](C)(C)C methyl 2-(2-fluoro-3-methylphenyl)-4-bromo-5-[1-(benzenesulfonyl)-1H-pyrrolo[2,3-b]pyridin-4-yl]-1-{[2-(trimethylsilyl) ethoxy] methyl}-1H-pyrrole-3-carboxylate